2-(4-(2-((4-cyano-2-fluorobenzyl)oxy)pyrimidin-4-yl)-2,5-difluorobenzyl)-3-((1-(cyanomethyl)cyclopropyl)methyl)-3H-imidazo[4,5-b]pyridine-5-carboxamide C(#N)C1=CC(=C(COC2=NC=CC(=N2)C2=CC(=C(CC3=NC=4C(=NC(=CC4)C(=O)N)N3CC3(CC3)CC#N)C=C2F)F)C=C1)F